(2S)-2-[(5Z)-4-Oxo-5-[[4-[(E)-3-oxo-3-phenylprop-1-enyl]phenyl]methylidene]-2-sulfanylidene-1,3-thiazolidin-3-yl]-3-phenylpropanoic acid O=C/1N(C(S\C1=C/C1=CC=C(C=C1)\C=C\C(C1=CC=CC=C1)=O)=S)[C@H](C(=O)O)CC1=CC=CC=C1